COC[C@@H](C1=CC=CC=C1)N1N=CC(=C1)C1=CC=CC(=N1)C1=CC=2N(C=C1)N=C(N2)N |r| racemic-7-(6-(1-(2-methoxy-1-phenylethyl)-1H-pyrazol-4-yl)pyridin-2-yl)-[1,2,4]triazolo[1,5-a]pyridin-2-amine